O-methyl-L-tyrosine COC1=CC=C(C[C@H](N)C(=O)O)C=C1